5-Fluoro-N,N-diisopropyl-2-((4-(7-(((2S,5R)-5-(morpholine-4-sulfonamido)tetrahydro-2H-pyran-2-yl)methyl)-2,7-diazaspiro[3.5]nonan-2-yl)pyrimidin-5-yl)oxy)benzamide FC=1C=CC(=C(C(=O)N(C(C)C)C(C)C)C1)OC=1C(=NC=NC1)N1CC2(C1)CCN(CC2)C[C@H]2OC[C@@H](CC2)NS(=O)(=O)N2CCOCC2